1-[3-(2-chlorophenyl)phenyl]-2-(5-methyl-1,3,4-oxadiazol-2-yl)ethanol ClC1=C(C=CC=C1)C=1C=C(C=CC1)C(CC=1OC(=NN1)C)O